CN(CCCNN1CC2=CC=NC=C2C=2C1=C1N(N2)C=CN=C1)C N1,N1-dimethyl-N3-(pyrazino[1',2':1,5]pyrazolo[4,3-c][2,6]naphthyridin-6-yl)propane-1,3-diamine